Lithium tetrakis(heptafluoronaphthalen-2-yl)borate FC=1C(=C(C(=C2C(=C(C(=C(C12)F)[B-](C1=C(C2=C(C(=C(C(=C2C(=C1F)F)F)F)F)F)F)(C1=C(C2=C(C(=C(C(=C2C(=C1F)F)F)F)F)F)F)C1=C(C2=C(C(=C(C(=C2C(=C1F)F)F)F)F)F)F)F)F)F)F)F.[Li+]